5-allyl-1H-indole C(C=C)C=1C=C2C=CNC2=CC1